BrC=1C=C(C=CC1)C1=NN(C(=C1O)C)C 3-(3-bromophenyl)-1,5-dimethyl-pyrazol-4-ol